COC1=C(C=C(C=C1)C1(CCOCC1)C)S(=O)(=O)NC(=O)C1=NC2=CC=CC(=C2C=C1)C=1N=C(SC1)C N-((2-methoxy-5-(4-methyltetrahydro-2H-pyran-4-yl)phenyl)sulfonyl)-5-(2-methylthiazol-4-yl)quinoline-2-carboxamide